C[Si]1(CN([C@@H](C1)C(=O)OC)C(=O)OC(C)(C)C)C (R)-1-tert-Butyl 5-methyl 3,3-dimethyl-1,3-azasilolidine-1,5-dicarboxylate